tris(p-tolyl)silane C1(=CC=C(C=C1)[SiH](C1=CC=C(C=C1)C)C1=CC=C(C=C1)C)C